2-[(5,6-diphenyl-1,2,4-triazin-3-yl)sulfanyl]-N-methyl-butanamide C1(=CC=CC=C1)C=1N=C(N=NC1C1=CC=CC=C1)SC(C(=O)NC)CC